CC12OCCC(C1)(C2)C(=O)O 1-methyl-2-oxabicyclo[3.1.1]heptane-5-carboxylic acid